ClC1=C(C(=CC=C1F)Cl)C(C)O 1-(2,6-dichloro-3-fluorophenyl)-ethanol